C(C)NC(=O)C1=CC=C(C(=N1)F)N1CCN(CC1)C(=O)OC(C)(C)C tert-butyl 4-[6-(ethylcarbamoyl)-2-fluoro-3-pyridyl]piperazine-1-carboxylate